ClC=1C=C(C=C(C1F)Cl)C1(CC(=NO1)N1CC=2C=NC(=CC2C1)C(=O)NCC(F)(F)F)C(F)(F)F 2-(5-(3,5-dichloro-4-fluorophenyl)-5-(trifluoromethyl)-4,5-dihydroisoxazol-3-yl)-N-(2,2,2-trifluoroethyl)-2,3-dihydro-1H-pyrrolo[3,4-c]pyridine-6-carboxamide